FC1=C(OC(=O)C2=CC=C(C=C2)CCCOC2=CC=C(C[C@@H]3N(CCN(CCN(CCN(C3)CC(=O)O)CC(=O)O)CC(=O)O)CC(=O)O)C=C2)C(=C(C=C1F)F)F (S)-2,2',2'',2'''-(2-(4-(3-(4-((2,3,5,6-tetrafluorophenoxy)carbonyl)phenyl)-propoxy)benzyl)-1,4,7,10-tetraazacyclododecane-1,4,7,10-tetrayl)tetraacetic acid